perfluorononyl-ethylene FC(=C(F)F)C(C(C(C(C(C(C(C(C(F)(F)F)(F)F)(F)F)(F)F)(F)F)(F)F)(F)F)(F)F)(F)F